ClC1=C(C=C(C(=C1)O)C(=O)N(C)C)S(=O)(=O)Cl 2-chloro-5-(dimethylaminoformyl)-4-hydroxybenzene-1-sulfonyl chloride